7α-acetoxy-17β-hydroxyandrost-4-en-3-one C(C)(=O)O[C@H]1[C@H]2[C@@H]3CC[C@@H]([C@@]3(C)CC[C@@H]2[C@]2(CCC(C=C2C1)=O)C)O